4-hydroxy-2-(3-methylpentyl)-6-{[(3R,4R,5S,6S)-4,5,6-trihydroxy-3-(hydroxymethyl)oxan-2-yl]oxy}benzoic acid OC1=CC(=C(C(=O)O)C(=C1)OC1O[C@@H]([C@H]([C@@H]([C@H]1CO)O)O)O)CCC(CC)C